Cl.FC=1C=C2C(=NC1)N(N=C2C(=O)N)CC2=C(C=CC=C2)F 5-fluoro-1-(2-fluorobenzyl)-1H-pyrazolo[3,4-b]pyridine-3-carboxamide hydrochloride